3-(2-bromoacetyl)-6-hydroxycoumarin BrCC(=O)C=1C(OC2=CC=C(C=C2C1)O)=O